4,6-bis(4-chlorophenyl)-2-(1,3-dithian-2-yl)-3-phenyl-4H-pyran ClC1=CC=C(C=C1)C1C(=C(OC(=C1)C1=CC=C(C=C1)Cl)C1SCCCS1)C1=CC=CC=C1